N-(3-(7-chloro-2-((2-methoxy-4-morpholinylphenyl)amino)quinazolin-8-yl)phenyl)acrylamide ClC1=CC=C2C=NC(=NC2=C1C=1C=C(C=CC1)NC(C=C)=O)NC1=C(C=C(C=C1)N1CCOCC1)OC